Cl.C(=O)(O)C(CCC(=O)O)N1CCOCCN(CC=2C=CC=C(C1)N2)C(C(=O)O)CCC(=O)O 2-{9-[1,3-dicarboxypropyl]-6-oxa-3,9,15-triazabicyclo[9.3.1]pentadeca-1(15),11,13-trien-3-yl}pentanedioic acid hydrogen chloride